7-chloro-4-methoxy-1,3,4,5-tetrahydro-2H-1-benzazepine-2-thione ClC=1C=CC2=C(CC(CC(N2)=S)OC)C1